N-((3R,4S)-4-((2-(2,6-difluoro-3,5-dimethoxyphenyl)-4-(3-methoxyazetidin-1-yl)pyrido[3,4-d]pyrimidin-6-yl)amino)tetrahydrofuran-3-yl)acrylamide FC1=C(C(=C(C=C1OC)OC)F)C=1N=C(C2=C(N1)C=NC(=C2)N[C@H]2[C@H](COC2)NC(C=C)=O)N2CC(C2)OC